CC1=CC=C(C=C1)S(=O)(=O)OC1=CC(=C(C(=C1)OCC1=CC=CC=C1)C(=O)N1CC2=C(C=CC=C2CC1)NC(=O)OCC1C2=CC=CC=C2C=2C=CC=CC12)OS(=O)(=O)C1=CC=C(C=C1)C 4-(8-((((9H-Fluoren-9-yl)methoxy)carbonyl)amino)-1,2,3,4-tetrahydroisoquinoline-2-carbonyl)-5-(benzyloxy)-1,3-phenylene bis(4-methylbenzenesulfonate)